trans-3-acetamido-N-(5-chloro-4-(4,5,6,7-tetrahydropyrazolo[1,5-a]pyridin-3-yl)pyridin-2-yl)cyclohexanecarboxamide Iodine (I) [I+].C(C)(=O)N[C@@H]1C[C@H](CCC1)C(=O)NC1=NC=C(C(=C1)C=1C=NN2C1CCCC2)Cl